C1(=CC=C(C2=CC=CC=C12)C(=O)O)C(=O)O 1,4-naphthalenedioic acid